tert-Butyl-6-nitro-3',6'-dihydro-[3,4'-bipyridine] C(C)(C)(C)C1=NC(=CC=C1C=1CC=NCC1)[N+](=O)[O-]